C(C)(C)(C)OC(=O)NC(C(=O)O)(CO)C 2-((tert-butoxycarbonyl)amino)-3-hydroxy-2-methylpropanoic acid